2-((4-(2,7-diazaspiro[4.4]non-2-yl)pyrimidin-5-yl)oxy)-5-fluoro-N-isopropyl-N-methylbenzamide C1N(CCC12CNCC2)C2=NC=NC=C2OC2=C(C(=O)N(C)C(C)C)C=C(C=C2)F